C1(CC1)C1=C(C(=NO1)C1=C(C=CC=C1Cl)Cl)COC1C[C@H]2CC[C@@H](C1)N2C2=NC(=NO2)C=2C=CC=C(C(=O)O)C2 5-((1R,3r,5S)-(3-((5-cyclopropyl-3-(2,6-dichlorophenyl)isoxazol-4-yl)methoxy)-8-azabicyclo[3.2.1]octan-8-yl)-1,2,4-oxadiazol-3-yl)benzoic acid